(1,1-Dimethyl-2-oxo-2-phenylethyl) acrylate C(C=C)(=O)OC(C(C1=CC=CC=C1)=O)(C)C